FC(OC1=C(C=CC(=C1F)F)[C@H]1[C@@H](N[C@]([C@H]1C)(C(F)(F)F)C)C(=O)NC1=CC(=NC=C1)C(=O)N)F 4-((2R,3S,4S,5R)-3-(2-(difluoromethoxy)-3,4-difluorophenyl)-4,5-dimethyl-5-(trifluoromethyl)pyrrolidine-2-carboxamido)picolinamide